4-(2-nitrobenzoyl)-3-carbonylpiperidine-1-carboxylic acid tert-butyl ester C(C)(C)(C)OC(=O)N1CC(C(CC1)C(C1=C(C=CC=C1)[N+](=O)[O-])=O)=C=O